CO[C@@]1([C@@H](O[C@@H]([C@H]1O)CO)N1C=NC=2C(N)=NC=NC12)O 2'-methoxyadenosine